FC=1C(=C(C=CC1)C=O)C=1OC=CN1 (3-fluoro-2-(oxazol-2-yl)phenyl)methanone